2,2-dimethyl-propionic acid hydrochloride Cl.CC(C(=O)O)(C)C